CC(C)OC1=CC=C(C=C1)[C@H]1CCN(CCC1)C(=O)OC(C)(C)C |r| (Rac)-Tert-Butyl 4-{4-[(propan-2-yl)oxy]phenyl}azepane-1-carboxylate